ClC=1C=C2C(=NC1)NN=C2C=2N=CC1=C(N2)N(C=C1F)[C@@H]1[C@H](C2CCC1CC2)C(=O)O (2s,3s)-3-(2-(5-chloro-1H-pyrazolo[3,4-b]pyridin-3-yl)-5-fluoro-7H-pyrrolo[2,3-d]pyrimidin-7-yl)bicyclo[2.2.2]octane-2-carboxylic acid